(2-(4-methoxyphenyl)-5-(2-nitrophenyl)Oxazol-4-yl)methanone COC1=CC=C(C=C1)C=1OC(=C(N1)C=O)C1=C(C=CC=C1)[N+](=O)[O-]